The molecule is a retinoid that consists of all-trans-retinoic acid carrying an oxo substituent at position 4 and a hydroxy substituent at position 16. It is a retinoid, an enone, a hydroxy monocarboxylic acid and an oxo monocarboxylic acid. It derives from an all-trans-retinoic acid. It is a conjugate acid of an all-trans-4-oxo-16-hydroxyretinoate. CC1=C(C(CCC1=O)(C)CO)/C=C/C(=C/C=C/C(=C/C(=O)O)/C)/C